N-(3-cyanophenyl)-3-((5-fluoro-2-methylphenyl)sulfonamido)benzamide C(#N)C=1C=C(C=CC1)NC(C1=CC(=CC=C1)NS(=O)(=O)C1=C(C=CC(=C1)F)C)=O